azepinedione C1=CC(=O)C(=O)NC=C1